FC(OC1=C(C=C(C=C1)O)F)F 4-(difluoromethoxy)-3-fluorophenol